The molecule is a fatty amide resulting from the formal condensation of the carboxy group of (Z)-dodec-2-enoic acid with the nitrogen of piperidine. It is a fatty amide, an enamide, a N-acylpiperidine and a tertiary carboxamide. It derives from a piperidine. CCCCCCCCC/C=C\\C(=O)N1CCCCC1